tert-butyl 3-(((s)-3-(1-(4-methoxyphenyl)-5-oxo-4,5-dihydro-1H-1,2,4-triazol-3-yl)piperidin-1-yl)methyl)piperidine-1-carboxylate COC1=CC=C(C=C1)N1N=C(NC1=O)[C@@H]1CN(CCC1)CC1CN(CCC1)C(=O)OC(C)(C)C